N[C@H](C(=O)O)CCN(CC1=C(C=CC=C1)OC1=CC(=CC=C1)OC)CC1=C(C=CC=C1)OCC1=CC=C(C=C1)Cl (S)-2-amino-4-((2-((4-chlorobenzyl)oxy)benzyl)(2-(3-methoxyphenoxy)benzyl)amino)butanoic acid